NC1(CCOC2=C(C=CC(=C12)Cl)S(=O)(=O)N[C@@H]([C@H](C)C1=C(C(=CC=C1F)Br)C)C=1OC(NN1)=O)C 4-amino-N-((1S,2R)-2-(3-bromo-6-fluoro-2-methylphenyl)-1-(5-oxo-4,5-dihydro-1,3,4-oxadiazol-2-yl)propyl)-5-chloro-4-methyl-chroman-8-sulfonamide